dimethylol-imidazolidon C(O)N1C(N(CC1)CO)=O